(6S,7S)-7-cyclopropyl-6-methyl-2-((R)-3-methylmorpholino)-6,7-dihydropyrazolo[1,5-a]pyrazin-4(5H)-one C1(CC1)[C@H]1[C@@H](NC(C=2N1N=C(C2)N2[C@@H](COCC2)C)=O)C